(2R,3R,4S,SR)-2-(6-chloro-4-(((R)-5,7-difluoro-2,3-dihydro-1H-inden-1-yl)amino)-1H-pyrazolo[3,4-b]pyridin-1-yl)-5-(hydroxymethyl)tetrahydrofuran-3,4-diol ClC1=CC(=C2C(=N1)N(N=C2)[C@@H]2O[C@H]([C@H]([C@H]2O)O)CO)N[C@@H]2CCC1=CC(=CC(=C21)F)F |&1:12|